tert-butyl 6-{3-[2-(methoxymethoxy)phenyl]-5-methylcinnolin-7-yl}-2,6-diazaspiro[3.3]heptane-2-carboxylate COCOC1=C(C=CC=C1)C=1N=NC2=CC(=CC(=C2C1)C)N1CC2(CN(C2)C(=O)OC(C)(C)C)C1